BrC=1C=CC2=C(C(=N[C@H](C=3N2C(=CN3)C)C)C3=C(C=CC=C3F)F)C1Cl (4S)-8-bromo-7-chloro-6-(2,6-difluorophenyl)-1,4-dimethyl-4H-imidazo[1,2-a][1,4]benzodiazepine